2,5-bis(trifluoromethyl)furan FC(C=1OC(=CC1)C(F)(F)F)(F)F